6-[(E)-3,3-diethoxyprop-1-enyl]pyrazine-2-carbonitrile C(C)OC(/C=C/C1=CN=CC(=N1)C#N)OCC